6-(((4-cyano-6-fluorobenzofuran-7-yl)methoxy)pyridin-2-yl)piperidine-1-carboxylate C(#N)C1=CC(=C(C2=C1C=CO2)COC=2C(=NC=CC2)C2CCCCN2C(=O)[O-])F